3-chloro-N-(2-fluoro-5-(3-chloro-5-(trifluoromethyl)pyridin-2-yl)-4-chlorobenzyl)-N-hydroxy-2,2-dimethylpropionamide ClCC(C(=O)N(O)CC1=C(C=C(C(=C1)C1=NC=C(C=C1Cl)C(F)(F)F)Cl)F)(C)C